(±)-Ethyl 2-(but-3-enyl)-5-oxopyrrolidine-2-carboxylate C(CC=C)[C@]1(NC(CC1)=O)C(=O)OCC |r|